ClC1=NC2=CC(=CC=C2C=C1C=O)OC(F)(F)F 2-chloro-7-(trifluoromethoxy)quinoline-3-carbaldehyde